Ethyl 3-((tert-butoxycarbonyl) amino)-4-methyl-1H-pyrrole-2-carboxylate C(C)(C)(C)OC(=O)NC1=C(NC=C1C)C(=O)OCC